7-bromo-3-ethyl-8-fluoro-1H-quinoxalin-2-one BrC1=CC=C2N=C(C(NC2=C1F)=O)CC